Propyl 4-(3-{[7-(5-methyl-1,2,4-oxadiazol-3-yl)isoquinolin-1-yl]amino}propanamido)-1H-imidazole-1-carboxylate CC1=NC(=NO1)C1=CC=C2C=CN=C(C2=C1)NCCC(=O)NC=1N=CN(C1)C(=O)OCCC